NC1=C(C(C(O1)([2H])C1=CC=C(C(=O)OCC)C=C1)=O)OS(=O)(=O)C([2H])([2H])C1=CC=CC=C1 ethyl 4-(5-amino-3-oxo-4-(((phenylmethyl-d2)sulfonyl)oxy)-2,3-dihydrofuran-2-yl-2-d)benzoate